methyl (4-(2-(4-aminophenyl)thiazol-5-yl)-3-(N-(tert-butyl)sulfamoyl)phenyl)carbamate NC1=CC=C(C=C1)C=1SC(=CN1)C1=C(C=C(C=C1)NC(OC)=O)S(NC(C)(C)C)(=O)=O